C(C)(CC)OC1=CC=C(C=C1)COC 1-(sec-butoxy)-4-(methoxymethyl)benzene